BrC1=C(C(=C(C2=N[Se]N=C21)Br)F)F 4,7-dibromo-5,6-difluorobenzo[C][1,2,5]selenadiazole